ClC1=CC(=C(C=C1)N[C@H]1[C@@H](CN(CC1)C=1C2=C(N(C(C1C#N)=O)C)SC(=N2)C)C)F 7-[(3R,4R)-4-[(4-chloro-2-fluorophenyl)amino]-3-methyl-piperidin-1-yl]-2,4-dimethyl-5-oxo-4H,5H-[1,3]thiazolo[5,4-b]pyridine-6-carbonitrile